sodium pentaoxide [O-]OOO[O-].[Na+].[Na+]